CC1=C(C(=C(C(=C1C1=CC(=CC(=C1)C(=O)O)C(=O)O)C)C1=CC(=CC(=C1)C(=O)O)C(=O)O)C)C1=CC(=CC(=C1)C(=O)O)C(=O)O 1,3,5-trimethyl-2,4,6-tri(3',5'-dicarboxyphenyl)benzene